C1(=CC=CC=C1)CC(=O)OCC[N+](C)(C)C phenylacetylcholine